O[C@](N)(CCC(=O)O)C(=O)O D-alpha-hydroxyglutamic acid